BrC1=C(C=C(C(=O)OC)C=C1)COC1=C(C=CC(=C1)CO[Si](C)(C)C(C)(C)C)C methyl 4-bromo-3-((5-((tert-butyl(dimethyl)silyl)oxymethyl)-2-methyl-phenoxy)methyl)benzoate